CN[C@H](C(=O)OC(C)(C)C)CC1=CC=CC=C1 (2S)-tert-butyl 2-(methylamino)-3-phenyl-propanoate